FC1=C(C=C(C=C1C=O)C=O)OB(O)O 2-fluoro-3,5-diformylphenyl-boric acid